6-chloro-7-(4-chloro-1H-pyrazol-1-yl)-1H-indole ClC1=CC=C2C=CNC2=C1N1N=CC(=C1)Cl